5-Fluoro-1-((4aR,6R,7aS)-2-(2-fluorophenethoxy)-2-oxidotetrahydro-4H-furo[3,2-d][1,3,2]dioxaphosphinin-6-yl)pyrimidine-2,4(1H,3H)-dione FC=1C(NC(N(C1)[C@H]1C[C@@H]2OP(OC[C@H]2O1)(=O)OCCC1=C(C=CC=C1)F)=O)=O